(4-((2s,4r)-4-ethoxy-1-((5-methoxy-7-methyl-1H-indol-4-yl)methyl)piperidin-2-yl)benzoyl)asparagine C(C)O[C@H]1C[C@H](N(CC1)CC1=C2C=CNC2=C(C=C1OC)C)C1=CC=C(C(=O)N[C@@H](CC(N)=O)C(=O)O)C=C1